dicyanoamine zinc [Zn].C(#N)NC#N